C1=C2C=CC3=CC(=CC=C13)C(=O)OCCOC2=O ethylene 2,6-naphthalene-dicarboxylate